C1CC12CCN(CC2)C=2C=C(C=CC2N2N=NC(=C2)C2=NC(=NC(=C2)C)C2OCCOC2)NS(=O)(=O)CCO N-(3-{6-azaspiro[2.5]octane-6-yl}-4-{4-[2-(1,4-dioxan-2-yl)-6-Methylpyrimidin-4-yl]-1H-1,2,3-triazol-1-yl}phenyl)-2-hydroxyethane-1-sulfonamide